4-(4-fluorobenzyl)pyrrolidine-2-carboxylic acid FC1=CC=C(CC2CC(NC2)C(=O)O)C=C1